N-[1-(Cyano-2-ethoxy-2-oxoethylideneaminooxy)dimethylamino(morpholino)]uronium hexafluorophosphate CCOC(=O)/C(=N/OC(=[N+](C)C)N1CCOCC1)/C#N.F[P-](F)(F)(F)(F)F